(S)-1-(5-(4,4-difluoro-6-hydroxy-1,2,3,4-tetrahydronaphthalen-1-yl)-4-methoxy-[1,1'-biphenyl]-2-yl)piperidine-4-carbaldehyde FC1(CC[C@@H](C2=CC=C(C=C12)O)C=1C(=CC(=C(C1)C1=CC=CC=C1)N1CCC(CC1)C=O)OC)F